[Cl-].CN1C(C)C(O)=C(CN)C(CO)=C1 1-methylpyridoxamine chloride